2-chloro-4-(8-(4-(4-(1-(2-(2,6-dioxopiperidin-3-yl)-1,3-dioxoisoindolin-5-yl)azetidin-3-yl)piperazine-1-carbonyl)phenyl)-1-methyl-2,8-diazaspiro[4.5]decan-2-yl)benzonitrile ClC1=C(C#N)C=CC(=C1)N1C(C2(CC1)CCN(CC2)C2=CC=C(C=C2)C(=O)N2CCN(CC2)C2CN(C2)C=2C=C1C(N(C(C1=CC2)=O)C2C(NC(CC2)=O)=O)=O)C